O[N+](C)(C)C (3R)-hydroxy-(trimethyl-ammonium)